tert-butyl 4-(((5-(2'-chloro-5'-methoxy-6-methyl-(4,4'-bipyridine)-3-carboxamido)-1,3,4-thiadiazol-2-yl)oxy)methyl)piperidine-1-carboxylate ClC1=NC=C(C(=C1)C1=C(C=NC(=C1)C)C(=O)NC1=NN=C(S1)OCC1CCN(CC1)C(=O)OC(C)(C)C)OC